CN1CCC(CC1)OC(=O)C1CCNCC1 Piperidine-4-carboxylic acid 1-methylpiperidin-4-yl ester